N1-Methylcyclohexane-1,3-diamine CNC1CCCC(C1)N